C(C)C1=C(NC(COC)C)C(=CC=C1)C 2-ethyl-N-(2-methoxy-1-methylethyl)-6-methylaniline